N-propyl-4-(isopropylimino)-2-penten-2-amine C(CC)NC(C)=CC(C)=NC(C)C